Tert-butyl-((3R,5R)-1-(2-(1-(cyclopropylmethyl)-1H-indol-2-yl)-4-methoxy-3-methylbenzofuran-6-carbonyl)-5-fluoropiperidin-3-yl) carbamate C(N)(O[C@H]1C(N(C[C@@H](C1)F)C(=O)C1=CC2=C(C(=C(O2)C=2N(C3=CC=CC=C3C2)CC2CC2)C)C(=C1)OC)C(C)(C)C)=O